FC(CC1=C(C=O)C=C(C=C1F)F)F (2,2-difluoroethyl)-3,5-difluorobenzaldehyde